2-(3-(1-(3',4'-difluoro-[1,1'-biphenyl]-3-carbonyl)piperidin-3-yl)phenoxy)-2-methylpropionamide FC=1C=C(C=CC1F)C1=CC(=CC=C1)C(=O)N1CC(CCC1)C=1C=C(OC(C(=O)N)(C)C)C=CC1